C(CCC)OC(C(C(C(=O)O)C(C)CC)(C#N)C(C)CC)=O 2,3-di-sec-butyl-2-cyanosuccinic acid-1-n-butyl ester